N,N'-diphenyloxycarbonyl-N,N'-diethoxyhydrazine tert-butyl-(1S,2S,5R)-2-((R)-1-hydroxyethyl)-3,8-diazabicyclo[3.2.1]octane-8-carboxylate C(C)(C)(C)OC(=O)N1[C@@H]2[C@H](NC[C@H]1CC2)[C@@H](C)O.C2(=CC=CC=C2)OC(=O)N(N(OCC)C(=O)OC2=CC=CC=C2)OCC